COC(C1=C(C(=CC=C1)S(=O)(=O)N1C(CCC2=CC(=CN=C12)CC)CC)OCC1CCOCC1)=O ((2,6-diethyl-3,4-dihydro-1,8-naphthyridin-1(2H)-yl)sulfonyl)-2-((tetrahydro-2H-pyran-4-yl)methoxy)benzoic acid methyl ester